2,3-bis(3'-aminophenyl)pyridine NC=1C=C(C=CC1)C1=NC=CC=C1C1=CC(=CC=C1)N